3-(1-(2,6-dichloro-3-fluorophenyl)ethoxy)-5-(1-(1-((R)-1-phenylallyl)4-piperidinyl)-1H-4-pyrazolyl)-2-pyridylamine ClC1=C(C(=CC=C1F)Cl)C(C)OC=1C(=NC=C(C1)C=1C=NN(C1)C1CCN(CC1)[C@H](C=C)C1=CC=CC=C1)N